FC=1C=C(C(=O)NC2=CC=C(C=C2)N2CCCC2)C=C(C1O)C=NN1CCOCC1 3-fluoro-4-hydroxy-5-((morpholinoimino)methyl)-N-(4-(pyrrolidin-1-yl)phenyl)benzamide